4-((5-cyano-1,3-benzodiazol-1-yl)methyl)phenylboronic acid C(#N)C1=CC2=C(N(C=N2)CC2=CC=C(C=C2)B(O)O)C=C1